1-isopropyl-3-(3-(methylthio)phenyl)-5-methyl-pyrazol-4-ol C(C)(C)N1N=C(C(=C1C)O)C1=CC(=CC=C1)SC